C(C)C(C1=C(C=C(C(=C1C)Cl)C)O)CC 2-diethylmethyl-3,5-dimethyl-p-chlorophenol